ClC1=CC=C2C(=CNC2=C1)S(=O)(=O)NC1=CC2=C(C(OC2=O)C)C=C1F 6-chloro-N-(6-fluoro-1-methyl-3-oxo-1,3-dihydro-2-benzofuran-5-yl)-1H-indole-3-sulfonamide